3-[4-(2,7-Diazaspiro[3.5]nonan-7-ylmethyl)-3-methyl-2-oxo-benzimidazol-1-yl]piperidine-2,6-dione C1NCC12CCN(CC2)CC2=CC=CC=1N(C(N(C12)C)=O)C1C(NC(CC1)=O)=O